C(C)(C)(C)OC([C@@H](NC([C@@H](NC(CCCN=[N+]=[N-])=O)CCCCN=[N+]=[N-])=O)CCCCN=[N+]=[N-])=O.C(C)(C)(C)C=CC1=CC=C(C=C1)O t-butyl-p-hydroxystyrene tert-butyl-N2-(N2-(4-azidobutanoyl)-N6-diazo-L-lysyl)-N6-diazo-L-lysinate